[Ge].O1CCN(CC1)C1=C(OCCCCCCO)C=C(C(=C1)C=C)[N+](=O)[O-] 6-(2-Morpholino-5-nitro-4-vinylphenoxy)hexanol germanium